FC(COC1=CC(=C(C=N1)C1=CC=C(C=C1)C1(COC1)C(=O)NC1=CC=C(C=C1)F)CO)F 3-(4-(6-(2,2-difluoroethoxy)-4-(hydroxymethyl)pyridin-3-yl)phenyl)-N-(4-fluorophenyl)oxetan-3-carboxamide